5-(3-methoxypropyl)-2-phenyl-1H-indol-7-amine COCCCC=1C=C2C=C(NC2=C(C1)N)C1=CC=CC=C1